C1(=CC=CC=C1)S(=O)(=O)C1=CC=CC=C1 phenyl sulphone